N-isobutyl-4-(tert-butylimino)-2-penten-2-amine C(C(C)C)NC(C)=CC(C)=NC(C)(C)C